(2S,5'R)-N'-acetyl-7-chloro-1'-methoxy-5'-methyl-3,3'-dioxo-4-(2-tetrahydropyran-2-yloxyethoxy)spiro[benzofuran-2,6'-cyclohexene]-6-carbohydrazide C(C)(=O)NNC(=O)C1=C(C2=C(C([C@@]3([C@@H](CC(C=C3OC)=O)C)O2)=O)C(=C1)OCCOC1OCCCC1)Cl